1-(3-chloro-2,6-difluorophenethyl)-4-((3-fluoro-4-methyl-6-((5-methyl-1H-pyrazol-3-yl)-amino)pyridin-2-yl)methyl)-piperidine-4-carboxylic acid ClC=1C(=C(CCN2CCC(CC2)(C(=O)O)CC2=NC(=CC(=C2F)C)NC2=NNC(=C2)C)C(=CC1)F)F